COC(=O)C=1N=CC2=C(C=CC(=C2C1OCC1=CC=CC=C1)Cl)Br.C(C)NC(=O)C1=NC(=C(C=C1)N1CCN(CC1)CC=1C(=C2NC(C(=NC2=CC1)C)=O)F)F n-ethyl-6-fluoro-5-[4-[(5-fluoro-2-methyl-3-oxo-4H-quinoxalin-6-yl)methyl]piperazin-1-yl]pyridine-2-carboxamide methyl-4-(benzyloxy)-8-bromo-5-chloroisoquinoline-3-carboxylate